ClC=1C(=NC(=NC1)NC1=C(C=C(C(=O)N[C@@H]([C@@H](C)CC)C(=O)OC)C=C1)OC)C=1C=NN(C1)C(C)C methyl (4-((5-chloro-4-(1-isopropyl-1H-pyrazol-4-yl)pyrimidin-2-yl)amino)-3-methoxybenzoyl)-L-isoleucinate